ClC1=C(C=C2C=C(N=CC2=C1)NC(=O)C1COC(CC1)(C)C)[C@@H]1CC[C@H](CC1)N1C[C@H](CC1)F (5R)-N-(7-chloro-6-(trans-4-((S)-3-fluoropyrrolidin-1-yl)cyclohexyl)isoquinolin-3-yl)-6,6-dimethyltetrahydro-2H-pyran-3-carboxamide